(R)-2-(1-amino-8-azaspiro[4.5]decan-8-yl)-3-methyl-5-(pyrazolo[1,5-a]pyridin-4-ylthio)pyrimidin-4(3H)-one formate salt C(=O)O.N[C@@H]1CCCC12CCN(CC2)C2=NC=C(C(N2C)=O)SC=2C=1N(C=CC2)N=CC1